C[N+](CCOP(=O)(O)[O-])(C)C.O[C@H]1[C@@H](O[C@@H]([C@H]1O)CO)N1C=2NC=NC(C2N=C1)=O 9-[(2R,3R,4S,5R)-3,4-dihydroxy-5-(hydroxymethyl)oxolan-2-yl]-6,9-dihydro-3H-purin-6-one 2-(trimethyl-ammonio)ethyl-hydrogenphosphate